N-[2-(6-chloro-2-pyridinyl)-2-(1-methylpyrazol-4-yl)propyl]-2-(2,4-difluorophenyl)triazole-4-carboxamide ClC1=CC=CC(=N1)C(CNC(=O)C1=NN(N=C1)C1=C(C=C(C=C1)F)F)(C)C=1C=NN(C1)C